(S)-6-(1-(6-azaspiro[2.5]octan-6-yl)ethyl)-2-(3-(3-((4-methyl-4H-1,2,4-triazol-3-yl)methyl)oxetan-3-yl)phenyl)-4-(trifluoromethyl)isoindolin-1-one C1CC12CCN(CC2)[C@@H](C)C2=CC(=C1CN(C(C1=C2)=O)C2=CC(=CC=C2)C2(COC2)CC2=NN=CN2C)C(F)(F)F